N-[2-[[(2R)-2-amino-5-guanidino-pentanoyl]amino]ethyl]-4-[[3-(2,3-difluoro-4-methoxy-phenyl)imidazo[1,2-a]pyrazin-8-yl]amino]-2-ethyl-benzamide N[C@@H](C(=O)NCCNC(C1=C(C=C(C=C1)NC=1C=2N(C=CN1)C(=CN2)C2=C(C(=C(C=C2)OC)F)F)CC)=O)CCCNC(=N)N